C(#N)[C@H](C[C@@H]1C(NCCC1)=O)NC(=O)[C@H]1N([C@H]2CC([C@@H]1CC2)(F)F)C([C@H](CC(C)C)NC(C(F)(F)F)=O)=O (1R,3S,4R)-N-[(1S)-1-cyano-2-[(3R)-2-oxo-3-piperidyl]ethyl]-5,5-difluoro-2-[(2S)-4-methyl-2-[(2,2,2-trifluoroacetyl)amino]pentanoyl]-2-azabicyclo[2.2.2]octane-3-carboxamide